C(C)OC(=O)C=1N(C2=CC=C(C=C2C1)C1CCOCC1)CC#N 1-(cyanomethyl)-5-(tetrahydro-2H-pyran-4-yl)-1H-indole-2-carboxylic acid ethyl ester